(1S,2S)-2-((4-(5-((((R)-1-(2-chlorophenyl)ethoxy)carbonyl)amino)-1-methyl-1H-1,2,3-triazol-4-yl)phenyl)carbamoyl)cyclohexane-1-carboxylic acid ClC1=C(C=CC=C1)[C@@H](C)OC(=O)NC1=C(N=NN1C)C1=CC=C(C=C1)NC(=O)[C@@H]1[C@H](CCCC1)C(=O)O